IC(C)(F)F iodo-1,1-difluoroethane